3-[(2S)-oxetan-2-ylmethyl]-1,3-Benzodiazole-5-Carboxylic acid methyl ester COC(=O)C1=CC2=C(N=CN2C[C@H]2OCC2)C=C1